FC1=CC=C(C=C1)N1CCN(C2=CC=CC=C12)CC(C)N1CCCC1 1-(4-(4-fluorophenyl)-3,4-dihydroquinoxalin-1(2H)-yl)-2-(pyrrolidin-1-yl)propan